C(C)OC(=O)C1=CC=C2C(=NC(=NC2=C1)Cl)NC=1N=CN(C1)C1=CC(=C(C(=C1)OC)OC)OC 2-chloro-4-((1-(3,4,5-trimethoxyphenyl)-1H-imidazol-4-yl)amino)quinazoline-7-carboxylic acid ethyl ester